FC1=CC2=C(N=C(N=C2)NC2CCN(CC2)S(=O)(=O)C)N(C1=O)[C@H]1[C@](CCC1)(C)O |o1:23,24| (-)-6-fluoro-8-[(1R*,2R*)-2-hydroxy-2-methylcyclopentyl]-2-{[1-(methylsulfonyl)piperidin-4-yl]amino}pyrido[2,3-d]pyrimidin-7(8H)-one